5-(4-((2-amino-3-fluoropyridin-4-yl)methyl)piperazin-1-yl)-6-fluoro-N-methylpicolinamide NC1=NC=CC(=C1F)CN1CCN(CC1)C=1C=CC(=NC1F)C(=O)NC